1-(3-(trifluoromethyl)benzyl)-1H-indole-2-Carboxamido(ethyl)benzoic acid FC(C=1C=C(CN2C(=CC3=CC=CC=C23)C(=O)NC=2C(=C(C(=O)O)C=CC2)CC)C=CC1)(F)F